5-androsten-3b,16a,17b-triol sulfate S(=O)(=O)(O)O.C[C@@]12[C@H]([C@@H](C[C@H]1[C@@H]1CC=C3C[C@H](CC[C@]3(C)[C@H]1CC2)O)O)O